BrC=1C=C2CN(C(C2=CC1)=O)C1CCN(CC1)C 5-bromo-2-(1-methylpiperidin-4-yl)isoindolin-1-one